CN1N=C2C=CC(=CC2=C1)NC(CCC)=O N-(2-methyl-2H-indazol-5-yl)butanamide